N(CC1=CC=CC=2NC(=NC21)CCC(C(=O)O)C2CNCC2)(CC2=CC=CC=1NC(=NC12)CCC(C(=O)O)C1CNCC1)CC1=CC=CC=2NC(=NC21)CCC(C(=O)O)C2CNCC2 4,4',4''-((nitrilotris(methylene))tris(1H-benzo[d]imidazole-4,2-diyl))tris(2-(pyrrolidin-3-yl)butanoic acid)